tri-pentyl-(2-ethoxy)silane C(CCCC)[Si](OCC)(CCCCC)CCCCC